DL-N-carbamyl-leucine C(N)(=O)N[C@H](CC(C)C)C(=O)O |r|